(R,Z)-4-(2-fluoroethoxy)-N-(2-(1-hydroxycyclooct-4-en-1-yl)ethyl)-3-methylbenzamide FCCOC1=C(C=C(C(=O)NCC[C@@]2(CC\C=C/CCC2)O)C=C1)C